[Na+].C(CCCCCCCCCCCCCCCCC)S(=O)(=O)[O-] 1-octadecylsulfonic acid sodium salt